2-(((4-methylbenzylidene)hydrazineylidene)-5-oxoimidazolidine-4-yl)acetic acid CC1=CC=C(C=NN=C2NC(C(N2)CC(=O)O)=O)C=C1